1-isopropyl-2,4-dioxo-N-[4-[(6-piperazin-1-yl-1,7-naphthyridin-4-yl)oxy]phenyl]-3-(2-pyridyl)pyrimidine-5-carboxamide C(C)(C)N1C(N(C(C(=C1)C(=O)NC1=CC=C(C=C1)OC1=CC=NC2=CN=C(C=C12)N1CCNCC1)=O)C1=NC=CC=C1)=O